C1=CC=2C(=CC=C3C=CC=C1C23)C(=O)OC methyl 3-acenaphthylenecarboxylate